COC(=O)N1CCC(CC1)CN1C(N(CC2=C1C=C(N=C2)CNC(C=C)=O)C2=C(C(=CC(=C2F)OC)OC)F)=O 4-((7-(acrylamidomethyl)-3-(2,6-difluoro-3,5-dimethoxyphenyl)-2-oxo-3,4-dihydropyrido[4,3-d]pyrimidin-1(2H)-yl)methyl)piperidine-1-carboxylic acid methyl ester